N-tert-butyl-6-chloro-2-methyl-imidazo[1,2-b]pyridazine-8-carboxamide C(C)(C)(C)NC(=O)C=1C=2N(N=C(C1)Cl)C=C(N2)C